(±)-2-((2-Chloro-4-(4-(3-chlorophenyl)-trans-2,3-dimethylpiperazine-1-carbonyl)phenyl)sulfinyl)-1-(4-fluoro-3-(trifluoromethyl)phenyl)ethan-1-one ClC1=C(C=CC(=C1)C(=O)N1[C@H]([C@@H](N(CC1)C1=CC(=CC=C1)Cl)C)C)[S@](=O)CC(=O)C1=CC(=C(C=C1)F)C(F)(F)F |&1:24|